ethyl 2-(4,7-dichloro-6-(2-morpholinopyrimidin-5-yl)-2H-indazol-2-yl)-2-((R)-6-fluoro-6,7-dihydro-5H-pyrrolo[1,2-c]imidazol-1-yl)acetate ClC=1C2=CN(N=C2C(=C(C1)C=1C=NC(=NC1)N1CCOCC1)Cl)C(C(=O)OCC)C1=C2N(C=N1)C[C@@H](C2)F